C1(CC1)C=1N=CN(C1)C1=C(C=C2CCNC(C2=C1)=O)F 7-(4-cyclopropyl-1H-imidazol-1-yl)-6-fluoro-3,4-dihydroisoquinolin-1(2H)-one